benzyl 4-(4-(2,6-bis(benzyloxy)pyridin-3-yl)-2-fluorophenyl)piperazine-1-carboxylate C(C1=CC=CC=C1)OC1=NC(=CC=C1C1=CC(=C(C=C1)N1CCN(CC1)C(=O)OCC1=CC=CC=C1)F)OCC1=CC=CC=C1